1-(tert-butyl) 3-methyl (R)-pyrrolidine-1,3-dicarboxylate N1(C[C@@H](CC1)C(=O)OC)C(=O)OC(C)(C)C